3-(2-Chloroacetyl)-6-((1-(cyclopropylsulfonyl)cyclopropyl)methyl)-1-methyl-1,4,5,6-tetrahydro-7H-pyrazolo[3,4-c]pyridin-7-one ClCC(=O)C1=NN(C=2C(N(CCC21)CC2(CC2)S(=O)(=O)C2CC2)=O)C